BrC=1C=C(C=CC1)[C@@]1(C2=C(NC=3N=CC(=CC13)F)CC(CC2)(C)C)C (R)-5-(3-bromophenyl)-3-fluoro-5,8,8-trimethyl-7,8,9,10-tetrahydrobenzo[b][1,8]naphthyridin